N-(6-(4-chlorophenyl)-1-(4,4-difluorocyclohexyl)-1H-pyrazolo[3,4-d]pyrimidin-4-yl)-5-nitrothiophene-2-carboxamide ClC1=CC=C(C=C1)C1=NC(=C2C(=N1)N(N=C2)C2CCC(CC2)(F)F)NC(=O)C=2SC(=CC2)[N+](=O)[O-]